phosphonic, isocyanate P(=O)(N=C=O)N=C=O